2-((4-(2-(4-chloro-2-fluorophenyl)-4-fluoro-2H-chromene-8-yl)piperidin-1-yl)methyl)-3-((1-(fluoromethyl)cyclopropyl)methyl)-3H-imidazo[4,5-b]pyridine-5-carboxylic acid ClC1=CC(=C(C=C1)C1OC2=C(C=CC=C2C(=C1)F)C1CCN(CC1)CC1=NC=2C(=NC(=CC2)C(=O)O)N1CC1(CC1)CF)F